C1(=CC=CC=C1)N1CC(CC1)C(=O)O 1-PHENYLPYRROLIDINE-3-CARBOXYLIC ACID